NCC=1C(=C(CN2C(COCC2)=O)C=CC1)F 4-(3-(aminomethyl)-2-fluorobenzyl)morpholin-3-one